C(C1=CC=CC=C1)OCC1CCC(CO1)N 6-((benzyloxy)methyl)tetrahydro-2H-pyran-3-amine